tetrahydro-2H-pyran-3-yl 4-methylbenzenesulfonate CC1=CC=C(C=C1)S(=O)(=O)OC1COCCC1